3-{[1-({(3R,4R)-1-[(4-bromo-2-methoxy-1,3-thiazol-5-yl)carbonyl]-3-phenylpiperidin-4-yl}carbonyl)-4-hydroxypiperidin-4-yl]methyl}-7-methyl-3,7-dihydro-4H-pyrrolo[2,3-d]pyrimidin-4-one BrC=1N=C(SC1C(=O)N1C[C@H]([C@@H](CC1)C(=O)N1CCC(CC1)(O)CN1C=NC2=C(C1=O)C=CN2C)C2=CC=CC=C2)OC